CC1(OB(OC1(C)C)C1C(C=CC=C1)=C1CC=CC2=C1OC1=C2C=CC=C1)C 4,4,5,5-tetraMethyl-2-(4-dibenzofuranyl-4-ylphenyl)-1,3,2-dioxaborolane